2-(CYCLOHEXYLOXY)ACETALDEHYDE C1(CCCCC1)OCC=O